(S)-2-(1,3-Dimethyl-4-oxo-1,4-dihydro-5H-pyrazolo[3,4-d]pyridazin-5-yl)-N-(1-(2-fluoro-4-methylphenyl)ethyl)acetamid CN1N=C(C2=C1C=NN(C2=O)CC(=O)N[C@@H](C)C2=C(C=C(C=C2)C)F)C